ClC[C@@H]1CN(C=2C=C(C3=C(C12)C=CC=C3)O)C(=O)C=3N=C1N(C=C(C=C1)NC(C1=CC=C(C=C1)OCOC)=O)C3 (S)-N-(2-(1-(Chloromethyl)-5-hydroxy-2,3-dihydro-1H-benzo[e]indole-3-carbonyl)imidazo[1,2-a]pyridin-6-yl)-4-(methoxymethoxy)benzamide